BrC=1C=C(C(=O)OC)C=C(C1)OCCN(C)C methyl 3-bromo-5-[2-(dimethylamino)ethoxy]benzoate